Cl.N[C@@H](C(=O)OCC)C(C)(C)S ethyl (S)-2-amino-3-mercapto-3-methylbutanoate hydrochloride